N-((1-(2,6-dioxopiperidin-3-yl)-3-methyl-2-oxo-2,3-dihydro-1H-benzo[d]imidazol-4-yl)methyl)-7-(piperidin-1-yl)heptanamide O=C1NC(CCC1N1C(N(C2=C1C=CC=C2CNC(CCCCCCN2CCCCC2)=O)C)=O)=O